1-(5-bromo-2,3-dihydro-1H-inden-1-yl)-N,N-DIMETHYLPIPERIDIN-4-amine BrC=1C=C2CCC(C2=CC1)N1CCC(CC1)N(C)C